CN1N=C(C=C1)C1=CC(=C(N)C=C1)B1OC(C(O1)(C)C)(C)C 4-(1-methylpyrazol-3-yl)-2-(4,4,5,5-tetramethyl-1,3,2-dioxaborolan-2-yl)aniline